C1(CC1)S(=O)(=O)N1N=CC(=C1)C1=NC=CC(=N1)NC1=NC=C(C(=C1)N1CCC(CC1)CN(C)C)C#CC=1C=NN(C1)C 2-(1-(cyclopropylsulfonyl)-1H-pyrazol-4-yl)-N-(4-(4-((dimethylamino)methyl)piperidin-1-yl)-5-((1-methyl-1H-pyrazol-4-yl)ethynyl)pyridin-2-yl)pyrimidin-4-amine